C1(CC1)C1=NC(=CC(=C1C(=O)NCCCC(C)(C)C)C)N1[C@@H](COCC1)C 2-Cyclopropyl-N-(4,4-dimethyl-pentyl)-4-methyl-6-[(3R)-3-methyl-morpholin-4-yl]-pyridine-3-carboxylic acid amide